butanoxy-2-oxo-1,3,2-dioxaphospholane C(CCC)OP1(OCCO1)=O